COC(=O)C=1C(N(C2=CC(=CC=C2C1N)C(F)(F)F)C1=CC2=C(OC(O2)(F)F)C=C1)=O 4-amino-1-(2,2-difluorobenzo[d][1,3]dioxol-5-yl)-2-oxo-7-(trifluoromethyl)-1,2-dihydroquinoline-3-carboxylic acid methyl ester